C(C1=CC=CC=C1)OC1=C(C=C2C(C(N(C2=C1F)C1=CC=C(C=C1)N1CCC(CC1)(C)C)=O)(C)C)F 6-(Benzyloxy)-1-(4-(4,4-dimethylpiperidin-1-yl)phenyl)-5,7-difluoro-3,3-dimethylindolin-2-one